COC1=CC=C(C=C1)C1=CC=C2C=NC(=NC2=C1)NC1=CC(=CC=C1)N1CCN(CC1)C 7-(4-methoxyphenyl)-N-(3-(4-methylpiperazin-1-yl)phenyl)quinazolin-2-amine